9-hydroxyl-nonanoic acid OCCCCCCCCC(=O)O